C1(CC2C(CC1)O2)C(C(=O)O)(CCCC(=O)O)C2CC1C(CC2)O1.C1(CCC(CC1)CO)CO 4-cyclohexanedimethanol bis(3,4-epoxycyclohexyl)adipate